O1C=2N(CC1)N=CC2C=2CCN([C@@H](C2)C2=CC=C(C=C2)C(=O)OC)C(=O)OCC2=CC=CC=C2 benzyl (S)-4-(2,3-dihydropyrazolo[5,1-b]oxazol-7-yl)-6-(4-(methoxycarbonyl) phenyl)-3,6-dihydropyridine-1(2H)-carboxylate